C1(=CC=C(C=C1)C1=CC=CC2=C1C1=C(O2)C=CC=2C(C=3C=C(C=CC3C21)N)(C2=CC=CC=C2)C2=CC=CC=C2)C2=CC=CC=C2 [[1,1'-biphenyl]-4-yl]-8,8-diphenyl-8H-fluoreno[3,4-b]benzofuran-10-amine